2-(1-(pyrimidine-2-yl)1H-1,2,4-triazole-5-yl)propionitrile N1=C(N=CC=C1)N1N=CN=C1C(C#N)C